NCC#CC=1C=C(C=CC1C(N)=N)NC(CCCNC(C[C@H]1C=2N(C3=C(C(=N1)C1=CC=C(C=C1)Cl)C(=C(S3)C)C)C(=NN2)C)=O)=O (S)-N-(3-(3-aminoprop-1-yn-1-yl)-4-carbamimidoylphenyl)-4-(2-(4-(4-chlorophenyl)-2,3,9-trimethyl-6H-thieno[3,2-f][1,2,4]triazolo[4,3-a][1,4]diazepin-6-yl)acetamido)butanamide